FC=1C=CC(=C(C1)C(C(=O)NC=1SC=CN1)N1N=C2C=CC=CC2=C1)O 2-(5-fluoro-2-hydroxy-phenyl)-2-indazol-2-yl-N-thiazol-2-yl-acetamide